C(C)(C)(C)OC(=O)N1C[C@H]([C@H](CC1)N1C=NC2=C(C1=O)SC(=C2)Br)F.[N+](=O)([O-])C=2C=C1C(=NC2N2CCCC2)N=C(S1)N1CCOCC1 4-(6-Nitro-5-(pyrrolidin-1-yl)thiazolo[4,5-b]pyridin-2-yl)morpholine cis-tert-butyl-4-{6-bromo-4-oxothieno[3,2-d]pyrimidin-3-yl}-3-fluoropiperidine-1-carboxylate